FC(F)N1C=C(C=C(C1=O)OCC)N1CC=C2N1C1=C(C=N2)N(CC1(C(F)(F)F)C)C(=O)N 1-(difluoromethyl-5-ethoxy-6-oxo-1,6-dihydropyridin-3-yl)-8-methyl-8-(trifluoromethyl)-7,8-dihydro-6H-pyrazolo[1,5-a]pyrrolo[2,3-e]pyrimidine-6-carboxamide